4-acetamidophenyl-diphenylsulfonium tetrakis(pentafluorobenzyl)borate FC1=C(C(=C(C(=C1C[B-](CC1=C(C(=C(C(=C1F)F)F)F)F)(CC1=C(C(=C(C(=C1F)F)F)F)F)CC1=C(C(=C(C(=C1F)F)F)F)F)F)F)F)F.C(C)(=O)NC1=CC=C(C=C1)[S+](C1=CC=CC=C1)C1=CC=CC=C1